O1CCC(CC1)CC 1-(tetrahydropyran-4-yl)ethane